C1(CC1)S(=O)(=O)NC1=NC=CC(=N1)C(C(=O)NC1=C(C=C(C(=C1)C)C1=NC(=CN=C1)OCC)F)(C)C 2-(2-(cyclopropanesulfonylamino)pyrimidin-4-yl)-N-(4-(6-ethoxypyrazin-2-yl)-2-fluoro-5-methylphenyl)-2-methylpropanamide